(4aR,8aS)-6-[3-(2-chloro-3-cyclopropyl-phenoxy)azetidine-1-carbonyl]-4,4a,5,7,8,8a-hexahydropyrido[4,3-b][1,4]oxazin-3-one ClC1=C(OC2CN(C2)C(=O)N2C[C@@H]3[C@@H](OCC(N3)=O)CC2)C=CC=C1C1CC1